C1(C=CC2=CC=CC=C12)N trans-indeneamine